3-[(6-chloro-1,3-benzothiazol-2-yl)carbamoyl]bicyclo[2.2.1]hept-5-ene-2-carboxylic acid ClC1=CC2=C(N=C(S2)NC(=O)C2C(C3C=CC2C3)C(=O)O)C=C1